O-benzyl-N-(tert-butoxycarbonyl)serine CC(C)(C)OC(=O)N[C@@H](COCC1=CC=CC=C1)C(=O)O